CN(C1=CC=C(C=N1)C1=CC=C(CN(C(=O)C2CCOCC2)C2=CC(=CC=C2)\C=C\C=2OC=CN2)C=C1)C (E)-N-(4-(6-(Dimethylamino)pyridin-3-yl)benzyl)-N-(3-(2-(oxazol-2-yl)vinyl)phenyl)tetrahydro-2H-pyran-4-carboxamide